C(#N)C=1C=C(C=C(C1N[C@H](CCN(C)C)CCC1=CC=C(C=C1)F)F)S(=O)(=O)NC(=O)[C@@]1(OCCCC1)C (R)-N-((3-CYANO-4-(((S)-1-(DIMETHYLAMINO)-5-(4-FLUOROPHENYL)PENTAN-3-YL)AMINO)-5-FLUOROPHENYL)SULFONYL)-2-METHYLTETRAHYDRO-2H-PYRAN-2-CARBOXAMIDE